C1CCCCCC1.[Te].[Te] ditellurium cycloheptane